2-bromo-N,N-diethylethanamine CCN(CC)CCBr